2-[cyano-(5-fluoro-3-pyridyl)amino]-N-isopentyl-5-methyl-thiazole-4-carboxamide C(#N)N(C=1SC(=C(N1)C(=O)NCCC(C)C)C)C=1C=NC=C(C1)F